1-(tetrahydro-2H-pyran-2-yl)-4-(1-(m-tolyl)piperidin-4-yl)-1H-indazole-5-carboxylic acid tert-butyl ester C(C)(C)(C)OC(=O)C=1C(=C2C=NN(C2=CC1)C1OCCCC1)C1CCN(CC1)C=1C=C(C=CC1)C